BrC1=C2C(=C(N=C1)OC)N(C(=C2)C(C)O)COCC[Si](C)(C)C 1-(4-bromo-7-methoxy-1-{[2-(trimethylsilyl)ethoxy]methyl}-1H-pyrrolo[2,3-c]pyridin-2-yl)ethan-1-ol